Cl.N=1N2C(=CC1C=1C=C(C(=NC1)N)C(F)(F)F)[C@]1(CC2)CNCC1 5-[(3R)-5',6'-dihydrospiro[pyrrolidine-3,4'-pyrrolo[1,2-b]pyrazol]-2'-yl]-3-(trifluoromethyl)pyridin-2-amine hydrogen chloride